2-(2-(difluoromethyl)-4,5-difluorophenyl)-4,4,5,5-tetramethyl-1,3,2-dioxaborolane FC(C1=C(C=C(C(=C1)F)F)B1OC(C(O1)(C)C)(C)C)F